N1C(CCC1)CC#C[NH-] 3-(pyrrolidin-2-yl)propynylamide